C(=O)(O)C1NC(CCC1)CCC1=CC=CC=C1 2-carboxy-6-((1-benzyl)methyl)piperidine